C(C)(C)(C)OC(=O)NC(C(=O)OCC)(CCC=C)C ethyl 2-((tert-butoxycarbonyl)amino)-2-methylhex-5-enoate